C[NH+]1CCC2=CC(=C(C=C2[C@@H]1CC3=CC(=C(C=C3)OC)OC)O)OC The molecule is an ammonium ion derivative resulting from the protonation of the amino group of (S)-codamine. The major species at pH 7.3. It is an ammonium ion derivative and an organic cation. It is a conjugate acid of a (S)-codamine.